tert-butyl N-[2-[2-oxo-3-(2-oxo-1H-pyrido[2,3-b][1,4]oxazin-7-yl)-1,3-oxazolidin-5-yl]ethyl]carbamate O=C1OC(CN1C1=CC2=C(OCC(N2)=O)N=C1)CCNC(OC(C)(C)C)=O